((4aR,8aS)-1-(4-Fluorophenyl)-6-((4-methyl-3,4-dihydro-2H-pyrido[3,2-b][1,4]oxazin-7-yl)sulfonyl)-4,4a,5,6,7,8,8a,9-octahydro-1H-pyrazolo[3,4-g]isochinolin-4a-yl)(pyridin-2-yl)methanon FC1=CC=C(C=C1)N1N=CC2=C1C[C@@H]1CCN(C[C@]1(C2)C(=O)C2=NC=CC=C2)S(=O)(=O)C2=CC=1OCCN(C1N=C2)C